C(=CCC)OC(=O)C(C)C1=CC(C(=O)C2=CC=CC=C2)=CC=C1 ketoprofen butenyl ester